C1=CC=CC=2C3=CC=CC=C3C(C12)COC(=O)N[C@H](C(=O)N[C@H](C(=O)OC(C)(C)C)CCCCNC(=O)OCC1=CC=CC=C1)CCCCNC(=O)OC(C)(C)C (S)-tert-butyl 2-((S)-2-((((9H-fluoren-9-yl)methoxy)carbonyl)amino)-6-((tert-butoxycarbonyl)amino)hexanamido)-6-(((benzyloxy)carbonyl)amino)hexanoate